C1(CC1)C1=C(C=C(C(=C1)I)C)N(C(C#CC)=O)C1=NC=2C(N(CCC2C=C1)C)=O N-(2-cyclopropyl-4-iodo-5-methylphenyl)-N-(7-methyl-8-oxo-5,6-dihydro-1,7-naphthyridin-2-yl)but-2-ynamide